N,N-Dimethylanilinium tetraphenylborate C1(=CC=CC=C1)[B-](C1=CC=CC=C1)(C1=CC=CC=C1)C1=CC=CC=C1.C[NH+](C1=CC=CC=C1)C